3-[[5-[3-(Difluoromethoxy)-4-fluoro-phenyl]-2-methyl-3-pyridyl]methyl]-5,5-dimethyl-oxazolidin-2-one FC(OC=1C=C(C=CC1F)C=1C=C(C(=NC1)C)CN1C(OC(C1)(C)C)=O)F